1-(3-(5-cyclopropyl-4-ethyl-4H-1,2,4-triazol-3-yl)propyl)-3-(tetrahydro-2H-pyran-4-yl)urea C1(CC1)C=1N(C(=NN1)CCCNC(=O)NC1CCOCC1)CC